[Mg].[K].[Si].[Ca] calcium-silicon potassium-magnesium